NC1=C(C(=C(C(=N1)SCC1=CC=C(CNC(C)=O)C=C1)C#N)OCC)C#N N-(4-(((6-amino-3,5-dicyano-4-ethoxypyridin-2-yl)thio)methyl)benzyl)acetamide